(3-chloro-5-methyl-4H-1,2-oxazol-5-yl)formyl chloride ClC1=NOC(C1)(C)C(=O)Cl